NC1=NC=C(C2=C1C=NN2COCC[Si](C)(C)C)NC(C(N2[C@H](CC[C@@H](C2)C)C2=CC(=CC=C2)C#N)=O)=O N-[4-amino-1-(2-trimethylsilylethoxymethyl)pyrazolo[4,3-c]pyridin-7-yl]-2-oxo-2-[(2R,5S)-2-(3-cyanophenyl)-5-methyl-1-piperidyl]acetamide